NC1=CC=C2C(=NN(C2=C1)CC(=O)N(C1CC1)CC(=O)NCC1=C(C(=CC=C1)Cl)F)C(=O)N 6-amino-1-(2-((2-((3-chloro-2-fluorobenzyl)amino)-2-oxoethyl)(cyclopropyl)amino)-2-oxoethyl)-1H-indazole-3-carboxamide